C1N(C[C@H]2[C@@H]1CCC2)C(=O)OC(C)(C)C (3aR,6aS)-tert-butyl hexahydrocyclopenta[c]pyrrole-2(1H)-carboxylate